2-(4-methoxy-naphthalen-1-yl)-4,6-bis-trichloromethyl-s-triazine COC1=CC=C(C2=CC=CC=C12)C1=NC(=NC(=N1)C(Cl)(Cl)Cl)C(Cl)(Cl)Cl